(S)-4-((S)-2,3-bis(1-hydroxy-4-(trifluoromethyl)-1,3-dihydrobenzo[c][1,2]oxaborole-6-carboxamido)propanamido)-5-(tert-butoxy)-5-oxopentanoic acid OB1OCC2=C1C=C(C=C2C(F)(F)F)C(=O)N[C@H](C(=O)N[C@@H](CCC(=O)O)C(=O)OC(C)(C)C)CNC(=O)C=2C=C(C1=C(B(OC1)O)C2)C(F)(F)F